ClC1CSCO1 trans-5-chloro-1,3-oxathiolane